Bis(2-(N,N-dimethylamino) ethyl) ether CN(C)CCOCCN(C)C